3-(benzyloxy)-2-chloropropanoic acid C(C1=CC=CC=C1)OCC(C(=O)O)Cl